CC1=C(C=CC(=C1)C(C)(C)C)C(C=O)C (2-methyl-4-tert-butylphenyl)propanal